4,5-bis(undecyl)imidazolinium C(CCCCCCCCCC)C1N=C[NH2+]C1CCCCCCCCCCC